FC1=CC2=C(B(OC2)OCCNCCNCCOB2OCC3=C2C=CC(=C3)F)C=C1 N1,N2-bis(2-((5-fluorobenzo[c][1,2]oxaborol-1(3H)-yl)oxy)ethyl)ethane-1,2-diamine